C(C)NCCC[Si](OC)(OC)OC N-ethyl-3-aminopropyltrimethoxysilane